ClC1=NC=C(C=N1)OCC1=C(C=C(C=C1)F)F 2-chloro-5-((2,4-difluorobenzyl)oxy)pyrimidine